4-bromo-2-fluoro-5-nitrobenzaldehyde BrC1=CC(=C(C=O)C=C1[N+](=O)[O-])F